C(C)S(=O)(=O)C=1C(=NC(=CC1)C1=NC=CC=N1)N1CC=2C=NC(=CC2C1=O)C(F)(F)F 2-(3-ethylsulfonyl-6-pyrimidin-2-yl-2-pyridinyl)-6-(trifluoromethyl)-3H-pyrrolo[3,4-c]pyridin-1-one